3-[tert-butyl-(dimethyl)silyl]oxypropionaldehyde C(C)(C)(C)[Si](OCCC=O)(C)C